FC(C(C(C(C(C(C(C(F)(F)F)(F)F)(F)F)(F)F)(F)F)(F)F)(F)F)(CC1CO1)F 3-(perfluorooctyl)-1,2-propylene oxide